9-(2,4-difluorophenyl)-3,4-dihydropyrido[2,1-c][1,2,4]thiadiazine 2,2-dioxide FC1=C(C=CC(=C1)F)C1=CC=CN2C1=NS(CC2)(=O)=O